3-(2-fluorophenyl)-2,3-dimethyl-butan-2-ol FC1=C(C=CC=C1)C(C(C)(O)C)(C)C